N-[4-[4-(3-aminopropanoylamino)piperidine-1-carbonyl]-3-chloro-phenyl]-5-(2,3-difluoro-4-methoxy-phenyl)-1-methyl-imidazole-2-carboxamide formate C(=O)O.NCCC(=O)NC1CCN(CC1)C(=O)C1=C(C=C(C=C1)NC(=O)C=1N(C(=CN1)C1=C(C(=C(C=C1)OC)F)F)C)Cl